CN(C)C1=CC=CC=2C(=CC=CC12)S(=O)(=O)O N,N-dimethylamino-5-naphthalenesulfonic acid